N1=C(C=CC=C1)C1=CNC2=NC=CC(=C21)N2C[C@]1(CCCCN1)CCC2 (6S)-8-[3-(2-pyridyl)-1H-pyrrolo[2,3-b]pyridin-4-yl]-1,8-diazaspiro[5.5]undecane